NC1=NC=NN2C1=CC=C2[C@]2([C@@H]([C@@H]([C@H](O2)COP(=O)(OC2=CC=C(C=C2)C(C)(C)C)N[C@@H](C)C(=O)OCC)OC(=O)OCC)OC(=O)OCC)C#N ethyl ((((2R,3R,4R,5R)-5-(4-aminopyrrolo[2,1-f][1,2,4]triazin-7-yl)-5-cyano-3,4-bis((ethoxycarbonyl)oxy)tetrahydrofuran-2-yl)methoxy)(4-(tert-butyl)phenoxy)phosphoryl)-L-alaninate